3-ethylhexyl-glyceryl-ascorbic acid C(C)C(CC[C@]([C@@]1(C(=C(C(=O)O1)O)O)CC(O)CO)(O)CO)CCC